(R)-3-(3-(4-(5-Fluoro-1H-pyrrolo[2,3-b]pyridin-4-yl)thiazol-2-yl)phenyl)-3-hydroxy-1-methylpyrrolidin-2-one FC=1C(=C2C(=NC1)NC=C2)C=2N=C(SC2)C=2C=C(C=CC2)[C@]2(C(N(CC2)C)=O)O